COCC1=NC2=C(N1)C=C(C=C2C(=O)NC2=CC=CC1=CC=CC=C21)NC(=O)C2=C(C=CC=C2)C(F)(F)F 2-(methoxymethyl)-N-(naphthalen-1-yl)-6-({[2-(trifluoromethyl)phenyl]carbonyl}amino)-1H-benzimidazole-4-carboxamide